COC=1C=C(C=CC1C1=C(C(=C(C2=CC=C(C=C12)N)O)\N=N\[H])S(=O)(=O)O)C1=CC(=C(C=C1)C1=C(C(=C(C2=CC=C(C=C12)N)O)\N=N\[H])S(=O)(=O)O)OC 1,1'-(3,3'-dimethoxy[1,1'-biphenyl]-4,4'-diyl)bis{7-amino-4-hydroxy-3-[(E)-diazenyl]naphthalene-2-sulfonic acid}